5-(5-oxa-2,8-diazaspiro[3.5]nonan-2-yl)-5-[4-[4-(trifluoromethoxy)phenoxy]phenyl]hexahydropyrimidine-2,4,6-trione C1N(CC12OCCNC2)C2(C(NC(NC2=O)=O)=O)C2=CC=C(C=C2)OC2=CC=C(C=C2)OC(F)(F)F